C(C)(C)(C)OC(N[C@H](CC(CN1C(C2=CC(=C(C=C2C=C1)Br)F)=O)O)C)=O.C(#N)CCOCC(COCCC#N)OCCC#N 1,2,3-tri(cyanoethyloxy)propane tert-butyl-N-[(1S)-4-(6-bromo-7-fluoro-1-oxo-2-isoquinolyl)-3-hydroxy-1-methyl-butyl]carbamate